Cl.C(CCCCCC)(=O)OCC([C@H](C[C@H]1C(NCC1)=O)N)=O (S)-3-amino-2-oxo-4-((S)-2-oxopyrrolidin-3-yl)butyl heptanoate hydrochloride